3'-chloro-5-(2,4,4-trimethylpentan-2-yl)biphenyl ClC=1C=C(C=CC1)C1=CC=CC(=C1)C(C)(CC(C)(C)C)C